ClC=1C=C(C=CC1)N[C@H](CC(C)C)C(=O)N1[C@H]2CC([C@@H]([C@@H]1C(=O)N[C@H](/C=C(\C(=O)OCC)/F)C[C@@H]1C(NCC1)=O)CC2)(F)F ethyl (S,E)-4-((1R,3R,4R)-2-((3-chlorophenyl)-D-leucyl)-5,5-difluoro-2-azabicyclo[2.2.2]octane-3-carboxamido)-2-fluoro-5-((R)-2-oxopyrrolidin-3-yl)pent-2-enoate